2-(1-chloropropyl)-3-cyclopropyl-5-fluoroquinazolin-4(3H)-one ClC(CC)C1=NC2=CC=CC(=C2C(N1C1CC1)=O)F